2,4,6-trichloroanilinediazonium ClC1=C(N[N+]#N)C(=CC(=C1)Cl)Cl